O=C1OCC(O1)CC=1C(=C(OC1C(=O)[O-])C(=O)[O-])CC1OC(OC1)=O Bis((2-oxo-1,3-dioxolan-4-yl)methyl)furan-2,5-dicarboxylat